tert-butyl 6-(5-(3-cyano-7-(1-methyl-1H-pyrazol-4-yl)imidazo[1,2-a]pyridin-5-yl)pyridin-2-yl)-2,6-diazaspiro[3.3]heptane-2-carboxylate C(#N)C1=CN=C2N1C(=CC(=C2)C=2C=NN(C2)C)C=2C=CC(=NC2)N2CC1(CN(C1)C(=O)OC(C)(C)C)C2